naphtho[2,1-d]isothiazole S1N=CC2=C1C1=CC=CC=C1C=C2